COC1=CC=C(C=C1)C1=CC=C2C(=CNC2=C1)CCC(=O)O 3-[6-(4-methoxyphenyl)-1H-indol-3-yl]propanoic acid